C(CCC)N1C(C=2N(CC1C(=O)NC(C)(C)C)C=C(C(C2O)=O)C(=O)O)=O 2-n-butyl-3-tert-butylaminocarbonyl-9-hydroxy-1,8-dioxo-1,3,4,8-tetrahydro-2H-pyrido[1,2-a]pyrazine-7-carboxylic acid